nonane-2-carboxylic acid tertiary butyl ester C(C)(C)(C)OC(=O)C(C)CCCCCCC